2-amino-7-fluoro-4-(8-fluoro-2-(((2R,7aS)-2-fluorotetrahydro-1H-pyrrolizin-7a(5H)-yl)methoxy)-4-(((2R,3R)-2-methylpyrrolidin-3-yl)oxy)quinazolin-7-yl)benzo[b]thiophene-3-carbonitrile NC1=C(C2=C(S1)C(=CC=C2C2=CC=C1C(=NC(=NC1=C2F)OC[C@]21CCCN1C[C@@H](C2)F)O[C@H]2[C@H](NCC2)C)F)C#N